1-(4-cyano-3-fluorophenyl)pyrrolidin C(#N)C1=C(C=C(C=C1)N1CCCC1)F